C(C)(C)(C)OC(=O)N\C(\C(=O)OC)=C/C1CC2(C1)CCC2 Methyl (Z)-2-(tert-butoxycarbonylamino)-3-spiro[3.3]heptan-2-yl-prop-2-enoate